ClC=1C=C2C=C(NC2=CC1C1=NC=C(N=C1)OC)CNC(=O)C1(CC1)OC N-{[5-chloro-6-(5-methoxy-2-pyrazinyl)-2-indolyl]methyl}1-methoxycyclopropanecarboxamide